[(piperidin-4-yl)methyl]furan N1CCC(CC1)CC=1OC=CC1